C(C=C)(=O)NC=1C(=CC(=C(C1)NC1=CC(=NC=N1)N1OCC[C@@H]1C=1C=C(C(=O)OC(C)C)C=CC1)OC)N1CCN(CC1)CCC isopropyl (R)-3-(2-(6-((5-acrylamido-2-methoxy-4-(4-propylpiperazin-1-yl)phenyl)amino)pyrimidin-4-yl)isoxazolidin-3-yl)benzoate